N1CC(CCC1)C1=CC=CC(=N1)C=1C=NN2C1C=C(C=C2)C(C(=O)N)OC2=NC=CC=C2 (3-(6-(piperidin-3-yl)pyridin-2-yl)pyrazolo[1,5-a]pyridin-5-yl)-2-(pyridin-2-yloxy)acetamide